guanyldiphosphate-L-fucose O=C[C@@H](O)[C@H](O)[C@H](O)[C@@H](O)C.C(N)(=N)OP(O)(=O)OP(=O)(O)O